N-(3-cyclopropyl-1H-pyrazol-5-yl)-2-(1-(thiazol-4-yl)-1H-pyrazol-3-yl)acetamide C1(CC1)C1=NNC(=C1)NC(CC1=NN(C=C1)C=1N=CSC1)=O